NC1=CC=C(C=C1)N1C(OC2=C1C=C(C=C2)S(=O)(=O)C=2C=C1C(=C(C=NC1=C(C2)C)C(=O)N)NC2=CC(=CC=C2)OC)=O 6-((3-(4-aminophenyl)-2-oxo-2,3-dihydrobenzo[d]oxazol-5-yl)sulfonyl)-4-((3-methoxyphenyl)amino)-8-methylquinoline-3-carboxamide